FC(C1(OCCO1)COC1=CC=C(C=C1)CN1N=CC(=C1)C(=O)OCC)(F)F ethyl 1-[[4-[[2-(trifluoromethyl)-1,3-dioxolan-2-yl] methoxy] phenyl] methyl]-1H-pyrazole-4-carboxylate